N-methyl-4-(3-formylstyryl)pyridinium C[N+]1=CC=C(C=C1)C=CC1=CC(=CC=C1)C=O